Cl.FC1=CC=C(C=C1)N1N=CC2=CC(=CC=C12)C=1C[C@H](NCC1)C (R)-1-(4-fluorophenyl)-5-(2-methyl-1,2,3,6-tetrahydropyridin-4-yl)-1H-indazole hydrochloride